OCCCC(CC=CC=C(C(=O)O)C)C 10-hydroxy-2,7-dimethyl-decadienoic acid